(2S,4R)-4-hydroxy-N-methyl-1-((S)-3-methyl-2-(4-(pyridin-4-yl)-1H-1,2,3-triazol-1-yl)butyryl)pyrrolidine-2-carboxamide O[C@@H]1C[C@H](N(C1)C([C@H](C(C)C)N1N=NC(=C1)C1=CC=NC=C1)=O)C(=O)NC